FC1=CC(=C(C=C1)OCOC)C1(CC1)C=COC 4-Fluoro-1-(methoxymethoxy)-2-(1-(2-methoxyvinyl)cyclopropyl)benzene